(R)-N-(3-(1-((2-amino-5-(1-methyl-1H-pyrazol-4-yl)pyridin-3-yl)oxy)ethyl)phenyl)-3,4-dimethyl-benzamide NC1=NC=C(C=C1O[C@H](C)C=1C=C(C=CC1)NC(C1=CC(=C(C=C1)C)C)=O)C=1C=NN(C1)C